N[C@H](C(=O)O)C1CCC(CC1)C (S)-2-amino-2-((1R,4S)-4-methylcyclohexyl)acetic acid